ClC1=CC(=NC=C1Cl)C(=O)N1C[C@@H](C[C@@H](C1)C)C (4,5-dichloro-2-pyridyl)-[(3R,5S)-3,5-dimethyl-1-piperidyl]methanone